(6R,12aR)-6-(1,3-Benzodioxol-5-yl)-2-methyl-1,2,3,4,6,7,12,12a-octahydropyrazino-[2',1':6,1]pyrido[3,4-b]indole-1,4-dione O1COC2=C1C=CC(=C2)[C@H]2N1[C@H](CC3=C2NC=2C=CC=CC32)C(N(CC1=O)C)=O